(2S,4S)-1-((benzyloxy)carbonyl)-4-sulfopyrrolidine-2-carboxylic acid C(C1=CC=CC=C1)OC(=O)N1[C@@H](C[C@@H](C1)S(=O)(=O)O)C(=O)O